2-[5-bromo-2-(4-morpholin-4-ylmethyl-phenylamino)-pyrimidin-4-ylamino]-thiophene-3-carboxylic acid methyl ester COC(=O)C1=C(SC=C1)NC1=NC(=NC=C1Br)NC1=CC=C(C=C1)CN1CCOCC1